ClC1=CC=C(C=C1)CCNC(=S)C1NC2=C(CCC1)C=C(C(=C2)O)O N-[2-(4-chlorophenyl)ethyl]-7,8-dihydroxy-1,3,4,5-tetrahydro-2H-benzazepine-2-carbothioamide